3-fluorobicyclo[1.1.1]pentane-1-carbaldehyde FC12CC(C1)(C2)C=O